methyl 2-[2-[3-[4-[(6-bromo-2-pyridyl)oxymethyl]-3-pyridyl]propoxy]-5-methyl-4-(4,4,5,5-tetramethyl-1,3,2-dioxaborolan-2-yl)phenyl]acetate BrC1=CC=CC(=N1)OCC1=C(C=NC=C1)CCCOC1=C(C=C(C(=C1)B1OC(C(O1)(C)C)(C)C)C)CC(=O)OC